ClC=1C(=C2C(=NC1)NC(=N2)C2=CC=C(C=C2)N2CC(N(CC2)CCOC)=O)NC2CCN(CC2)C 4-(4-{6-Chloro-7-[(1-methylpiperidin-4-yl)amino]-3H-imidazo[4,5-b]pyridin-2-yl}phenyl)-1-(2-methoxyethyl)piperazin-2-one